C(=O)(C=C)C(CC)(S(=O)(=O)O)C Acryl-methylpropanesulfonic acid